C(=C)C=1C=C(C2=CC=CC=C2C1)CC(C(=O)[O-])=C 3-vinylnaphthalene-methacrylate